C(CCC)(=O)OC(C)C ISOPROPYL BUTYRATE